Tert-butyl 3-(dimethylphosphoryl)-4-((trimethylsilyl)ethynyl)benzylcarbamate CP(=O)(C)C=1C=C(CNC(OC(C)(C)C)=O)C=CC1C#C[Si](C)(C)C